N-{3-fluoro-4-[4-(morpholin-4-carbonyl)piperidin-1-yl]phenyl}-4-(furo[3,2-c]pyridin-4-yl)benzamide FC=1C=C(C=CC1N1CCC(CC1)C(=O)N1CCOCC1)NC(C1=CC=C(C=C1)C1=NC=CC2=C1C=CO2)=O